C(N)(OCCN1C(N(C=2C=NC=3C=C(C(=C(C3C21)F)Br)F)C)=O)=O (2-(8-bromo-7,9-difluoro-3-methyl-2-oxo-2,3-dihydro-1H-imidazo[4,5-c]quinolin-1-yl) ethyl) carbamate